The molecule is a monocarboxylic acid that is cyclopropanecarboxylic acid substituted by two methyl groups at position 2 and a 2-methylprop-1-en-1-yl group at position 3. It has a role as a plant metabolite. It is a member of cyclopropanes and a monocarboxylic acid. It derives from a cyclopropanecarboxylic acid. CC(=CC1C(C1(C)C)C(=O)O)C